1-(tert-butyl)-5-fluoro-N-(2-fluoro-4-methyl-5-(7-morpholinylpyrazolo[1,5-a]pyridin-5-yl)phenyl)-1H-pyrazole-4-carboxamide C(C)(C)(C)N1N=CC(=C1F)C(=O)NC1=C(C=C(C(=C1)C1=CC=2N(C(=C1)N1CCOCC1)N=CC2)C)F